dibutyltin(IV) CCCC[Sn]CCCC